(tert-butoxycarbonyl)benzo[b]Thiophene-5-carboxylic acid C(C)(C)(C)OC(=O)C1=CC2=C(S1)C=CC(=C2)C(=O)O